CC1=C(OC2=C(C=C(C=C2C1=O)C)[C@@H](C)NC=1C(=NC=CC1)C(=O)NCC1=CC=NC=C1)C1=CC=CC=C1 3-[[(1R)-1-(3,6-Dimethyl-4-oxo-2-phenyl-chromen-8-yl)ethyl]amino]-N-(4-pyridylmethyl)pyridine-2-carboxamide